NC(C)N 1,1-diaminoethane